1-(4-(1-methylcyclopropyl)phenyl)-6-oxo-1,6-dihydropyridazine-4-carboxylic acid CC1(CC1)C1=CC=C(C=C1)N1N=CC(=CC1=O)C(=O)O